8-(Hydroxymethyl)-3-methyl-1H-pyrazolo[1,5,4-de]quinoxalin-2(3H)-one OCC=1C=C2C=3N(C(C(NC3C1)=O)C)N=C2